2-((2S,4S)-4-(8-chloro-6-fluoro-7-(4-fluorophenyl)-4-(2-methyl-1H-imidazol-1-yl)-1H-imidazo[4,5-c]quinolin-1-yl)-1-((E)-4-fluorobut-2-enoyl)piperidin-2-yl)acetonitrile ClC1=CC=2C3=C(C(=NC2C(=C1C1=CC=C(C=C1)F)F)N1C(=NC=C1)C)N=CN3[C@@H]3C[C@H](N(CC3)C(\C=C\CF)=O)CC#N